methyl 2-bromo-2-((1R,4S)-4,7-dimethyl-5',6'-dihydro-2'H,4'H-spiro[isochromane-1,3'-pyran]-5-yl)acetate BrC(C(=O)OC)C1=C2[C@@H](CO[C@@]3(COCCC3)C2=CC(=C1)C)C